S1C(=NN=C1)S 1,3,4-thiadiazole-2-thiol